2,6-dimethoxypyrimidine-4-carboxylic acid COC1=NC(=CC(=N1)C(=O)O)OC